tert-butyl-4-(N-isopropyl-2-(1-(2-(trifluoromethyl)phenyl)-1H-pyrazol-4-yl)thiazole-4-carboxamido)piperidine-1-carboxylate C(C)(C)(C)OC(=O)N1CCC(CC1)N(C(=O)C=1N=C(SC1)C=1C=NN(C1)C1=C(C=CC=C1)C(F)(F)F)C(C)C